C1(CC1)C1=C(C=C(C=C1)[C@@H](NC(=O)[C@H]1N(C[C@@H](C1)F)C(CN1C(CC2=CC=CC=C12)=O)=O)C1=CC=CC=C1)F (2S,4R)-N-[(S)-(4-cyclopropyl-3-fluorophenyl)(phenyl)methyl]-4-fluoro-1-[2-(2-oxo-2,3-dihydro-1H-indol-1-yl)acetyl]pyrrolidine-2-carboxamide